ClC1=C(C=CC(=C1)F)C1=CC(OC2=CC(=CC=C12)N([C@@H](C(=O)NCC)C)C)=O (R)-2-((4-(2-chloro-4-fluorophenyl)-2-oxo-2H-chromen-7-yl)(methyl)amino)-N-ethylpropanamide